4-(4-((1R,5S)-3,8-diazabicyclo[3.2.1]octan-3-yl)-8-fluoro-2-(((3aR,7aR,8aS)-hexahydro-1H-furo[3,4-b]pyrrolizin-7a(5H)-yl)methoxy)pyrido[4,3-d]pyrimidin-7-yl)-5-ethynylnaphthalen-2-ol [C@H]12CN(C[C@H](CC1)N2)C=2C1=C(N=C(N2)OC[C@@]23CCCN3[C@@H]3[C@H](C2)COC3)C(=C(N=C1)C1=CC(=CC3=CC=CC(=C13)C#C)O)F